4-(4-methyl-piperazin-1-yl)-phenyl-N3-phenyl-1H-pyrazolo[3,4-d]pyrimidine-3,6-diamine CN1CCN(CC1)C1=CC=C(C=C1)N1N=C(C=2C1=NC(=NC2)N)NC2=CC=CC=C2